ClC=1C=C(C=CC1Cl)C1=C(C=CC(=C1)F)NC(=O)C=1C(=NN(C1)C[2H])C(F)F N-(3',4'-dichloro-5-fluoro-[1,1'-biphenyl]-2-yl)-3-(difluoromethyl)-1-(deuteromethyl)-1H-pyrazole-4-carboxamide